ClC1=C(C=CC(=C1)Cl)C(/C=C/C1=CC=C(C=C1)\C=C/1\C(N(C(S1)=S)CC(=O)O)=O)=O 2-[(5Z)-5-[[4-[(E)-3-(2,4-Dichlorophenyl)-3-oxoprop-1-enyl]phenyl]methylidene]-4-oxo-2-sulfanylidene-1,3-thiazolidin-3-yl]acetic acid